C1(CC1)N1CCC(CC1)C1=NC(=C2N1C=CN=C2)NC2=CC=C(C=C2)C(=O)N2CCOCC2 3-(1-Cyclopropylpiperidin-4-yl)-1-((4-(morpholine-4-carbonyl)phenyl)amino)imidazo[1,5-a]pyrazine